tri(isooctyl) cyclohexane-1,2,4-tripropionate C1(C(CC(CC1)CCC(=O)OCCCCCC(C)C)CCC(=O)OCCCCCC(C)C)CCC(=O)OCCCCCC(C)C